amyl-m-cresol C(CCCC)C1=C(C=CC=C1O)C